CC(C1=CC=CC=C1)N α-methyl-benzyl-amine